2-(8-fluoro-2-methylimidazo[1,2-a]pyridin-6-yl)-7-(piperazin-1-yl)-4H-pyrido[1,2-a]pyrimidin-4-one FC=1C=2N(C=C(C1)C=1N=C3N(C(C1)=O)C=C(C=C3)N3CCNCC3)C=C(N2)C